C1(CC1)COC1=CC(=C2C(NC(=NC2=C1)CS[C@@H]1CC[C@H](CC1)NC(C)=O)=O)F N-((trans)-4-(((7-(Cyclopropylmethoxy)-5-fluoro-4-oxo-3,4-dihydroquinazolin-2-yl)methyl)thio)cyclohexyl)acetamide